F[B-](F)(F)F.C(C)(C)(C)P(C)C(C)(C)C di-tert-butyl(methyl)phosphane tetrafluoroborate